The molecule is a member of the class of pyridazine that is 3-chloropyridazine which has been substituted at positions 5 and 6 by (morpholin-4-ylcarbonyl)oxy and 2-cyclopropyl-6-methylphenoxy groups, respectively. A selective herbicide used to control broad-leaved and grassy weeds in cereals and rice. It has a role as a herbicide, an agrochemical and an EC 2.5.1.117 (homogentisate solanesyltransferase) inhibitor. It is a member of pyridazines, a carbamate ester, a member of morpholines, an aromatic ether, a member of cyclopropanes and an organochlorine compound. CC1=C(C(=CC=C1)C2CC2)OC3=NN=C(C=C3OC(=O)N4CCOCC4)Cl